2-(4-Fluorophenyl)-3-(4-methyl-1,3-thiazol-2-yl)-1,3-thiazolidin-4-one FC1=CC=C(C=C1)C1SCC(N1C=1SC=C(N1)C)=O